Ethyl-3-azido-3-deoxy-2,4-di-O-acetyl-β-D-glucopyranuronic acid benzyl ester C(C1=CC=CC=C1)OC([C@@H]1[C@H]([C@@H]([C@H]([C@](O)(O1)CC)OC(C)=O)N=[N+]=[N-])OC(C)=O)=O